calcium-silicon-magnesium-aluminum [Al].[Mg].[Si].[Ca]